methyl 2-((5-(2-(4-cyano-2-fluorophenyl)-2-methylbenzo[d][1,3]dioxol-4-yl)-2,5-diazabicyclo[4.1.0]hept-2-yl) methyl)-1-((1-cyanocyclopropyl) methyl)-1H-benzo[d]imidazole-6-carboxylate C(#N)C1=CC(=C(C=C1)C1(OC2=C(O1)C=CC=C2N2CCN(C1CC21)CC2=NC1=C(N2CC2(CC2)C#N)C=C(C=C1)C(=O)OC)C)F